FC1=C(C=C(C(=C1)C)C1=CC2=C(N=C(N=C2)NC2COC2)N2C1=NCC2)C2=C(C(=O)N)C=CC=C2 (2-fluoro-4-methyl-5-(2-(oxetan-3-ylamino)-8,9-dihydroimidazo[1',2':1,6]pyrido[2,3-d]pyrimidin-6-yl)phenyl)benzamide